(R)-5-((R)-3-(2-isopropoxyphenyl)piperazin-1-yl)-3-methoxy-2-((S)-3-methylmorpholino)-5,8-dihydro-6H-pyrano[3,4-b]pyridine C(C)(C)OC1=C(C=CC=C1)[C@@H]1CN(CCN1)[C@H]1COCC2=NC(=C(C=C21)OC)N2[C@H](COCC2)C